BrC=1C=C(C=C(C1)Br)C(C)(C)C1=CC(=CC(=C1)Br)Br 2,2-bis(3,5-dibromophenyl)propane